C1(CCCC1)\[N+](=C/C(CCCCCCCCC)C)\[O-] (E)-N-cyclopentyl-2-methylundecane-1-imine oxide